8-bromo-2-methyl-6H-1,2,4-triazolo[1,5-c]quinazolin-5-one BrC=1C=CC=2C=3N(C(NC2C1)=O)N=C(N3)C